2-(4-(furan-3-ylmethyl)-2-(2-isopropylphenyl)piperazin-1-yl)-7-azaspiro[3.5]nonane O1C=C(C=C1)CN1CC(N(CC1)C1CC2(C1)CCNCC2)C2=C(C=CC=C2)C(C)C